4-(5-fluoro-7-nitro-3-oxo-3H-isobenzofuran-1-ylidenemethyl)-benzonitrile FC=1C=C2C(OC(C2=C(C1)[N+](=O)[O-])=CC1=CC=C(C#N)C=C1)=O